O=C1NC(CC[C@@H]1N1C(C2=CC=C(C=C2C1=O)N1CCC(CC1)COC=1C=C(CNC2=C3N=CN(C3=NC=N2)C2CC(C2)NC(C2=NC(=CC=C2)C)=O)C=CC1)=O)=O N-((1s,3s)-3-(6-((3-((1-(2-(2,6-dioxopiperidin-3-yl)-1,3-dioxoisoindoline-5-yl)piperidin-4-yl)methoxy)benzyl)amino)-9H-purin-9-yl)cyclobutyl)-6-methylpicolinamide